1-(2-(4-(2-(2,6-dioxopiperidin-3-yl)-1,3-dioxoisoindol-5-yl)piperazin-1-yl)ethyl)-N-methylpiperidine-4-carboxamide O=C1NC(CCC1N1C(C2=CC=C(C=C2C1=O)N1CCN(CC1)CCN1CCC(CC1)C(=O)NC)=O)=O